2-(1-methyl-3-(2-((S)-2-methylazetidine-1-yl)-6-(trifluoromethyl)pyrimidine-4-yl)-3-azabicyclo[3.1.0]hexane-6-yl)acetic acid CC12CN(CC2C1CC(=O)O)C1=NC(=NC(=C1)C(F)(F)F)N1[C@H](CC1)C